ClC=1C=C(C=CC1)C=1C2=CC=CC=C2C=2C=CC(=CC2C1)C1=CC=CC2=CC=CC=C12 9-(3-chlorophenyl)-2-(naphthalen-1-yl)phenanthrene